CN1N=CC(=C1)C1=NN=C(O1)C(=O)N1[C@H](C2=C(CC1)NC=N2)C2=NN1C(C=CC(=C1)C(F)(F)F)=C2 (R)-(5-(1-methyl-1H-pyrazol-4-yl)-1,3,4-oxadiazol-2-yl)(4-(6-(trifluoromethyl)pyrazolo[1,5-a]pyridin-2-yl)-6,7-dihydro-1H-imidazo[4,5-c]pyridin-5(4H)-yl)methanone